3-(5-methylisoquinolin-4-yl)-6-(trifluoromethyl)quinazoline-2,4(1H,3H)-dione CC1=C2C(=CN=CC2=CC=C1)N1C(NC2=CC=C(C=C2C1=O)C(F)(F)F)=O